C[NH+](C)C1=CC2=C(C=C1)NC3=C(S2)C=C(C=C3)[NH+](C)C Leuco-methylthioninium